BrCC1=C(C(=NO1)OCC)I 5-(bromomethyl)-3-ethoxy-4-iodoisoxazole